2-[(piperidin-4-yl)methoxy]-4-(trifluoromethyl)pyridinium N1CCC(CC1)COC1=[NH+]C=CC(=C1)C(F)(F)F